C(CCCCC)(=O)C1=CC=CS1 5-hexanoylthiophene